N-[(E)-(4-bromophenyl)methylidene]-2-methylpropane-2-sulfinamide BrC1=CC=C(C=C1)\C=N\S(=O)C(C)(C)C